C1(CC1)S(=O)(=NC=1C=C2C=CN=C(C2=CC1)NC=1C=NC(=NC1)C)C cyclopropyl(methyl)((1-((2-methylpyrimidin-5-yl)amino)isoquinolin-6-yl)imino)-λ6-sulfanone